N1=CC(=CC2=CC=CN=C12)C=1C=CN2N=C(N=CC21)NCC2COC2 5-(1,8-naphthyridin-3-yl)-N-(oxetan-3-ylmethyl)pyrrolo[2,1-f][1,2,4]triazin-2-amine